ClC1=CC(=C(C=C1)C1C(CC1)C(=O)N1CC2(C1)CC(C2)OC=2C=CC(=NC2C(=O)N[C@H]2CN(CC2)C)C=2C(=NC=CC2)OCC)F 5-({2-[2-(4-chloro-2-fluorophenyl)cyclobutane-1-carbonyl]-2-azaspiro[3.3]heptan-6-yl}oxy)-2'-ethoxy-N-[(3R)-1-methylpyrrolidin-3-yl][2,3'-bipyridine]-6-carboxamide